CC(CC(=O)NC=1C=NC=C(C1)C=1C=C2C(=NNC2=CC1)C#CC1=NC=CC=C1)C 3-methyl-N-(5-(3-(pyridin-2-ylethynyl)-1H-indazol-5-yl)pyridin-3-yl)butanamide